1-(3-ethoxypropyl)-3-quinolin-3-ylthiourea C(C)OCCCNC(=S)NC=1C=NC2=CC=CC=C2C1